BrC=1N=C2C(=NC1C)N(C(=C(C2=O)N2CCN(CC2)C(=O)OC(C)(C)C)CC)CC(=O)O 2-(2-bromo-7-(4-(tert-butoxycarbonyl)piperazin-1-yl)-6-ethyl-3-methyl-8-oxopyrido[2,3-b]pyrazin-5(8H)-yl)acetic acid